2-(2,2-difluoroethoxy)acetic acid FC(COCC(=O)O)F